2-fluoroethyl 6-{1-[(4-fluorobenzene-1-carbonyl)amino]ethyl}-3,4-dihydro-1,5-naphthyridine-1(2H)-carboxylate FC1=CC=C(C=C1)C(=O)NC(C)C=1N=C2CCCN(C2=CC1)C(=O)OCCF